COC(=O)C1=NC(=CC=C1)C=1OC2=C(C1)C=C(C=C2)Br 6-(5-Bromobenzofuran-2-yl)-2-pyridinecarboxylic acid methyl ester